2,5-dimethyl-2,4-hexadienoic acid CC(C(=O)O)=CC=C(C)C